8-methylhexahydro-3H-oxazolo[3,4-a]pyrazin-3-one CC1C2N(CCN1)C(OC2)=O